5-((2-(4-((3-(oxazol-4-ylmethyl)-5-(trifluoromethoxy)benzyl)amino)butoxy)ethyl)amino)benzo[c][2,6]naphthyridine-8-carboxamide O1C=NC(=C1)CC=1C=C(CNCCCCOCCNC2=NC3=C(C4=CN=CC=C24)C=CC(=C3)C(=O)N)C=C(C1)OC(F)(F)F